N-(3-(2-((3-chloro-1-(1-methylpiperidin-4-yl)-1H-pyrazol-4-yl)amino)-7-oxo-6-phenylpyrido[2,3-d]pyrimidin-8(7H)-yl)phenyl)acrylamide ClC1=NN(C=C1NC=1N=CC2=C(N1)N(C(C(=C2)C2=CC=CC=C2)=O)C=2C=C(C=CC2)NC(C=C)=O)C2CCN(CC2)C